FC=1C=C(C=C(C1F)OC1CCNCC1)N1[C@H]2CN(C[C@@H]1CC2)C2=C(N=NC(=C2)C2=C(C=CC=C2)OCOC)N 4-((1R,5S)-8-(3,4-difluoro-5-(piperidin-4-yloxy)phenyl)-3,8-diazabicyclo[3.2.1]octan-3-yl)-6-(2-(methoxymethoxy)phenyl)pyridazin-3-amine